C(CCCCCC)(=O)N[C@@H]1CN(C[C@H]1O)C(=O)OC(C)(C)C t-butyl (3R,4R)-3-heptanamido-4-hydroxypyrrolidine-1-carboxylate